Cl.CC1(C2C(N(C(C12)=O)CC1=CC2=NC=CC(=C2S1)C1=CC(=NC(=C1C(=O)N1CCNCC1)C)C#N)=O)C 4-(2-((6,6-dimethyl-2,4-dioxo-3-azabicyclo[3.1.0]hexan-3-yl)methyl)thieno[3,2-b]pyridin-7-yl)-6-methyl-5-(piperazine-1-carbonyl)picolinonitrile hydrochloride